N[C@H](C(=O)O)CNC(CCl)=O (2S)-2-amino-3-[(2-chloroacetyl)amino]propanoic acid